BrC1=NC(=CC(=C1)[C@H]1O[C@H]1COC)Cl 2-bromo-6-chloro-4-((2R,3S)-3-(methoxymethyl)oxiran-2-yl)pyridine